O[C@@H]1C[C@H](N(CC1)C(=O)OC(C)(C)C)C(=O)OC O1-tert-butyl O2-methyl (2S,4S)-4-hydroxypiperidine-1,2-dicarboxylate